2'-acetyl-3-chloro-5'-cyclopropyl-4-((3,5-difluoropyridin-2-yl)methoxy)-6-methyl-2H-[1,4'-bipyridin]-2-one C(C)(=O)C1=NC=C(C(=C1)N1C(C(=C(C=C1C)OCC1=NC=C(C=C1F)F)Cl)=O)C1CC1